NCC=1C=C(C2=C(CCO2)C1CO)C1=CC=C(C=C1)OC(F)(F)F (5-(Aminomethyl)-7-(4-(trifluoromethoxy)phenyl)-2,3-dihydrobenzofuran-4-yl)methanol